N-[2-chloro-4-(trifluoromethyl)phenyl]-2-{5-ethyl-6-[4-(5-hydroxy-6-methylpyrimidine-4-carbonyl)piperazin-1-yl]-2-(3H-inden-5-yl)-7-oxo-[1,2,4]triazolo[1,5-a]pyrimidin-4-yl}acetamide ClC1=C(C=CC(=C1)C(F)(F)F)NC(CN1C=2N(C(C(=C1CC)N1CCN(CC1)C(=O)C1=NC=NC(=C1O)C)=O)N=C(N2)C=2C=C1CC=CC1=CC2)=O